C1(CC1)C1=C(C=C(C=C1)[C@@H](NC(=O)[C@H]1N(C[C@@H](C1)F)C(CC=1C=NNC1)=O)C1=CC=CC=C1)F (2S,4R)-N-[(S)-(4-cyclopropyl-3-fluorophenyl)(phenyl)methyl]-4-fluoro-1-[2-(1H-pyrazol-4-yl)acetyl]pyrrolidine-2-carboxamide